((1r,3r)-3-bromocyclobutoxy)(tert-butyl)dimethylsilane BrC1CC(C1)O[Si](C)(C)C(C)(C)C